(3R)-3-methyl-4-(3-(3-methyl-1-(tetrahydro-2H-pyran-2-yl)-1H-pyrazol-5-yl)-7-morpholinoisothiazolo[4,5-b]pyridin-5-yl)morpholine C[C@H]1N(CCOC1)C1=CC(=C2C(=N1)C(=NS2)C2=CC(=NN2C2OCCCC2)C)N2CCOCC2